2-[5-ethylsulfonyl-6-[3-methyl-6-(trifluoromethyl)imidazo[4,5-c]pyridin-2-yl]-3-pyridinyl]-2-methyl-malononitrile C(C)S(=O)(=O)C=1C=C(C=NC1C1=NC2=C(C=NC(=C2)C(F)(F)F)N1C)C(C#N)(C#N)C